CN1N=C(C=C1)C1=C(C=CC=C1)N1C(N=C(C=C1)NC1=CC=NC=C1)N1CCC(CC1)O 3-(1-methyl-1H-pyrazol-3-ylphenyl)-6-(pyridin-4-ylamino)pyrimidin-2-ylpiperidin-4-ol